N,N-diethylaminotrimethylsilane C(C)N(CC)[Si](C)(C)C